NC1=NC=C(C=C1O[C@H](C)C=1C=C(C=CC1)NC(C1=CC(=CC=C1)N(C)C)=O)C1CCN(CC1)C (R)-N-(3-(1-((2-Amino-5-(1-methylpiperidin-4-yl)pyridin-3-yl)oxy)ethyl)phenyl)-3-(dimethylamino)benzamid